5-(1-benzofuran-2-yl)-N-[3-fluoro-4-[[6-methoxy-7-(2-methoxy-ethoxy)-1,5-naphthyridin-4-yl]oxy]phenyl]-1,2,6-trimethyl-4-oxopyridine-3-carboxamide O1C(=CC2=C1C=CC=C2)C=2C(C(=C(N(C2C)C)C)C(=O)NC2=CC(=C(C=C2)OC2=CC=NC1=CC(=C(N=C21)OC)OCCOC)F)=O